tetraphenylporphyrin sodium [Na].C1(=CC=CC=C1)C1=C2C=CC(C(=C3C=CC(=C(C=4C=CC(=C(C5=CC=C1N5)C5=CC=CC=C5)N4)C4=CC=CC=C4)N3)C3=CC=CC=C3)=N2